isooctyl palmitate (octyl palmitate) C(CCCCCCC)C(C(=O)O)CCCCCCCCCCCCCC.C(CCCCCCCCCCCCCCC)(=O)OCCCCCC(C)C